NC=1C=C(C=C(C1)C(F)(F)F)[C@@H](C)NC1=NC(=NC2=CC3=C(C=C12)O[C@H](CC3)C(=O)N3CCCC3)C |&1:25| ((R/S)-4-(((R)-1-(3-amino-5-(trifluoromethyl)phenyl)ethyl)amino)-2-methyl-8,9-dihydro-7H-pyrano[2,3-g]quinazolin-7-yl)(pyrrolidin-1-yl)methanone